FC1=C(C(=C(C=C1OC)OC)F)N1C(N(C2=C(C1)C=NC(=C2)C=2C(=NN(C2)C)C)CC2=NC=CN=C2)=O 3-(2,6-difluoro-3,5-dimethoxyphenyl)-7-(1,3-dimethyl-1H-pyrazol-4-yl)-1-(pyrazin-2-ylmethyl)-3,4-dihydropyrido[4,3-d]pyrimidin-2(1H)-one